CCCCCCCCCCCCCCCCCC/C=C\OC[C@H](COP(=O)([O-])OCC[N+](C)(C)C)OC(=O)CCCC/C=C\C/C=C\C/C=C\C/C=C\CC 1-(1Z-eicosenyl)-2-(6Z,9Z,12Z,15Z-octadecatetraenoyl)-glycero-3-phosphocholine